methyl 2-(4-(piperazin-1-yl)bicyclo[2.2.2]octan-1-yl)-2H-indazole-6-carboxylate hydrochloride Cl.N1(CCNCC1)C12CCC(CC1)(CC2)N2N=C1C=C(C=CC1=C2)C(=O)OC